[Mn].[Sb].[Sn].P(=O)(O)(O)C1=CC=C(C=C1)C1=CC(=C2C=CC3=C(C=C(C4=CC=C1C2=C34)C3=CC=C(C=C3)P(=O)(O)O)C3=CC=C(C=C3)P(=O)(O)O)C3=CC=C(C=C3)P(=O)(O)O 1,3,6,8-tetrakis(p-phosphonophenyl)pyrene tin antimony manganese